5-benzyloxy-4-iodo-2-[(4-methoxyphenyl)methoxy]Pyridine C(C1=CC=CC=C1)OC=1C(=CC(=NC1)OCC1=CC=C(C=C1)OC)I